(3R)-2-hydroxy-3-(2-(2-oxohexahydropyrimidine-1-carboxamido)-2-(4-phosphonophenyl)acetamido)-3,4-dihydro-2H-benzo[e][1,2]oxaborinine-8-carboxylic acid OB1OC2=C(C[C@@H]1NC(C(C1=CC=C(C=C1)P(=O)(O)O)NC(=O)N1C(NCCC1)=O)=O)C=CC=C2C(=O)O